2-((3-Bromo-6-chloropyridin-2-yl)methyl)isoindoline-1,3-dione BrC=1C(=NC(=CC1)Cl)CN1C(C2=CC=CC=C2C1=O)=O